(3S,4S)-3-fluoro-4-[3-[1-[1-[(4-methoxyphenyl)methyl]-2,6-dioxo-3-piperidinyl]-3-methyl-2-oxo-benzoimidazol-4-yl]azetidin-1-yl]piperidine-1-carboxylic acid tert-butyl ester C(C)(C)(C)OC(=O)N1C[C@@H]([C@H](CC1)N1CC(C1)C1=CC=CC=2N(C(N(C21)C)=O)C2C(N(C(CC2)=O)CC2=CC=C(C=C2)OC)=O)F